P(O)(=O)(OP(=O)(O)OP(=O)(O)O)OC[C@@H]1[C@]([C@H]([C@@H](O1)N1C(=O)N=C(N)C=C1)O)(O)C#C 3'-ethynylcytidine triphosphate